CS(=O)C1=NC=C(C(=N1)NCCCN1C(CCCCC1)=O)C(F)(F)F 1-(3-((2-(methylsulfinyl)-5-(trifluoromethyl)pyrimidin-4-yl)amino)propyl)azepan-2-one